C(C)(C)(C)OC(=O)N1CC2(CC1)CCN(CC2)C=2C1=C(N=C(N2)C2=CC=NC=C2)C=NC(=C1)CC1=CC=CC=C1 8-(6-benzyl-2-(pyridin-4-yl)pyrido[3,4-d]pyrimidin-4-yl)-2,8-diazaspiro[4.5]decane-2-carboxylic acid tert-butyl ester